C(C)(C)(C)C1N2C(C3=CC4=C(C=C3C1)OCC(CO4)=C)=CC(C(=C2)C(=O)OC)=O Methyl 6-(tert-butyl)-11-methylene-2-oxo-6,7,11,12-tetrahydro-2H,10H-[1,4]dioxepino[2,3-g]pyrido[2,1-a]isoquinoline-3-carboxylate